C1(CC1)C1=C(C(=NO1)C1=C(C=CC=C1Cl)Cl)CO[C@@H]1C[C@@H](NCC1)C 5-cyclopropyl-3-(2,6-dichlorophenyl)-4-((((2S,4S)-2-methylpiperidin-4-yl)oxy)methyl)-isoxazole